1-bromo-4-isopropoxy-2-(trifluoromethyl)benzene BrC1=C(C=C(C=C1)OC(C)C)C(F)(F)F